C(C)(C)C1=CC=C(C=C1)C=1N=C2N(C=CC=C2)C1CN1C2CN(CC1CC2)C(=O)C2=NC(=CC=C2C)OC (8-{[2-(4-Isopropylphenyl)imidazo[1,2-a]pyridin-3-yl]methyl}-3,8-diazabicyclo[3.2.1]oct-3-yl)(6-methoxy-3-methylpyridin-2-yl)methanon